CS(=O)(=O)OCCCCCC#C Hept-6-yn-1-yl methanesulfonate